CNC1=NC=C2C#CC=3N=CC=C(OCCCOC=4C=CC=C(NC=5N=CC1=C2C5)N4)C3 N-methyl-8,12-dioxa-2,16,22,26,30-pentaazapentacyclo[18.6.2.1^{3,7}.1^{13,17}.0^{24,28}]triaconta-1(27),3,5,7(30),13,15,17(29),20,22,24(28),25-undecaen-18-yn-23-amine